6-(8-azabicyclo[3.2.1]oct-3-yl)-2-(3,4-dimethoxyphenyl)-5,6,7,8-tetrahydro-[1,2,4]triazolo[1,5-a]pyridine hydrochloride Cl.C12CC(CC(CC1)N2)C2CCC=1N(C2)N=C(N1)C1=CC(=C(C=C1)OC)OC